butyl N-[(3R)-4-[(4aR,8aS)-3,4,4a,5,6,7,8,8a-octahydro-2H-quinolin-1-yl]-3-[cyclopropyl-[(2,4-dimethoxyphenyl)methyl]amino]-4-oxo-butyl]carbamate N1(CCC[C@H]2CCCC[C@H]12)C([C@@H](CCNC(OCCCC)=O)N(CC1=C(C=C(C=C1)OC)OC)C1CC1)=O